(2R,4R)-N-((S)-1-(((3-chloro-1-methyl-1H-pyrrolo[2,3-b]pyridin-5-yl)methyl)amino)-1-oxopropan-2-yl)-4-((5-chlorothien-2-yl)methyl)pyrrolidine-2-carboxamide dihydrochloride Cl.Cl.ClC1=CN(C2=NC=C(C=C21)CNC([C@H](C)NC(=O)[C@@H]2NC[C@H](C2)CC=2SC(=CC2)Cl)=O)C